C(C)(C)(C)C=1SC(=CN1)C(=O)NCC1=C(C=C(C=C1)C=1C2=C(N=CN1)NC(=C2)C=2C=NN(C2)C)C 2-(tert-Butyl)-N-(2-methyl-4-(6-(1-methyl-1H-pyrazol-4-yl)-7H-pyrrolo[2,3-d]pyrimidin-4-yl)benzyl)thiazol-5-carboxamid